ClC1=C(C=CC=C1NC(=O)C=1N(C2=C(CN(CC2)C)N1)C)C1=C(C(=CC=C1)C=1OC2=C(N1)C=C(C=C2C#N)CNC(CO)C)C N-(2-chloro-3'-(7-cyano-5-((oxabutan-3-ylamino)methyl)benzo[d]oxazol-2-yl)-2'-methyl-[1,1'-biphenyl]-3-yl)-1,5-dimethyl-4,5,6,7-tetrahydro-1H-imidazo[4,5-c]pyridine-2-carboxamide